ClC=1C(=NC(=NC1)NC=1C=C(C(=CC1OC)NC)NCCN(C)C)C1=CN(C2=CC=CC=C12)C N4-[5-Chloro-4-(1-methylindol-3-yl)pyrimidin-2-yl]-N'-(2-dimethylaminoethyl)-5-methoxy-N1-methylbenzene-1,2,4-triamine